(1R)-2-[4-(5-cyclopropyl-2-{6-cyclopropyl-2-[(4-methoxyphenyl)methyl]-2H-pyrazolo[3,4-b]pyridin-5-yl}-1-methyl-1H-imidazol-4-yl)-2H-indazol-2-yl]-1-phenylethan-1-ol C1(CC1)C1=C(N=C(N1C)C1=CC=2C(N=C1C1CC1)=NN(C2)CC2=CC=C(C=C2)OC)C=2C1=CN(N=C1C=CC2)C[C@H](O)C2=CC=CC=C2